C(C)OP1(CCN(CC1)CCCN1C(C2=CC=CC=C2C1=O)=O)=O 2-(3-(4-ethoxy-4-oxido-1,4-azaphosphinan-1-yl)propyl)isoindoline-1,3-dione